C(C)OCC1=C(C=CC=C1)C=1C(=CC=CC1)C(=O)NC=1N=NNN1 2'-(ethoxymethyl)-N-(2H-tetrazol-5-yl)-[1,1'-biphenyl]-2-carboxamide